tert-butyl 3-(4-(1-(3-chloro-5-(methylcarbamoyl) benzyl)-1H-pyrazol-3-yl)-6-(4-fluorophenyl)pyridin-3-yl)pyrrolidine-1-carboxylate ClC=1C=C(CN2N=C(C=C2)C2=C(C=NC(=C2)C2=CC=C(C=C2)F)C2CN(CC2)C(=O)OC(C)(C)C)C=C(C1)C(NC)=O